4-(6-Bromo-2-(tert-butyl)imidazo[1,2-a]pyridin-8-yl)morpholine BrC=1C=C(C=2N(C1)C=C(N2)C(C)(C)C)N2CCOCC2